NC1(C(C(=C(C=C1)SC[C@@H](C(=O)O)NC(=O)OC(C)(C)C)C)F)C(=O)OC (2R)-3-(4-amino-3-fluoro-4-methoxycarbonyl-2-methyl-phenyl)thio-2-(tert-butoxycarbonylamino)propionic acid